Cl[C@H]1[C@@H]2COCCN([C@H]12)C=1C2=C(N=C(N1)Cl)C(=C(N=C2)Cl)C (1S,7S,8S)-8-chloro-2-(2,7-dichloro-8-methylpyrido[4,3-d]pyrimidin-4-yl)-5-oxa-2-azabicyclo[5.1.0]octane